1-(7-(1-(4-Chlorobenzyl)piperidin-3-yl)-2-methylpyrazolo[1,5-a]pyrimidin-3-yl)-N-((5-methylthiophen-2-yl)methyl)methanamine ClC1=CC=C(CN2CC(CCC2)C2=CC=NC=3N2N=C(C3CNCC=3SC(=CC3)C)C)C=C1